FC1=C(OP(=O)(OC2=CC=CC=C2)N[C@H](C(=O)OC(C)C)C)C(=C(C(=C1F)F)F)F |r| isopropyl rac-(2S)-2-[[(2,3,4,5,6-pentafluorophenoxy)-phenoxy-phosphoryl] amino]propanoate